7-fluoro-N,N-dimethyl-6-[1-(3-pyrazol-1-ylpropanoyl)-3,6-dihydro-2H-pyridin-5-yl]-4-(4,4,5,5-tetramethyl-1,3,2-dioxaborolan-2-yl)-1H-indole-2-carboxamide FC=1C(=CC(=C2C=C(NC12)C(=O)N(C)C)B1OC(C(O1)(C)C)(C)C)C1=CCCN(C1)C(CCN1N=CC=C1)=O